S1C(=NC2=C1C=CC=C2)C2=C(C=CC=C2)N 2-(benzo[d]thiazol-2-yl)phenylamine